palmityl-dimethylaminoacetic acid C(CCCCCCCCCCCCCCC)C(C(=O)O)N(C)C